ClC1=C(C=NC=C1)C=1C=C(C=CC1)[C@H](C)N1C(N=CC=C1C=1C=CC2=C(C(=CO2)C)C1)C N-[(1S)-1-[3-(4-chloropyridin-3-yl)phenyl]ethyl]-2-methyl-6-(3-methyl-1-benzofuran-5-yl)pyrimidin